2-(3-fluorophenyl)-N-(2'-(4-(hydroxymethyl)piperidin-1-yl)-[3,4'-bipyridyl]-6-yl)acetamide FC=1C=C(C=CC1)CC(=O)NC1=CC=C(C=N1)C1=CC(=NC=C1)N1CCC(CC1)CO